sec-octyl bromide C(C)(CCCCCC)Br